4-formylbenzonitrile C(=O)C1=CC=C(C#N)C=C1